FC=1C(=C(C=CC1C(F)(F)F)NC(C)=O)C N-(3-fluoro-2-methyl-4-(trifluoromethyl)phenyl)acetamide